C(#N)CN(C(=O)OC1=C(C=C(C=C1C(F)(F)F)C(F)(F)F)N1C(N(C=C1)C(=O)OC(C)(C)C)=O)C1=CC=C(C=C1)F tert-butyl 3-(2-{[(cyanomethyl)(4-fluorophenyl)carbamoyl]oxy}-3,5-bis(trifluoromethyl)phenyl)-2-oxo-2,3-dihydro-1H-imidazole-1-carboxylate